ClC=1C(=NC(=CC1N1CC(C1)N1CCN(CC1)C(C=C)=O)N1CCC(CC1)C1=C(C=NN1C1COC1)C)C(F)(F)F 1-(4-(1-(3-Chloro-6-(4-(4-methyl-1-(3-oxetanyl)-1H-pyrazol-5-yl)-1-piperidinyl)-2-(trifluoromethyl)-4-pyridinyl)-3-azetidinyl)-1-piperazinyl)-2-propen-1-one